N-((6-methoxy-3,3-dimethyl-2,3-dihydrobenzofuran-7-yl)sulfonyl)-5-(pyridin-2-yl)quinoline-2-carboxamide COC1=C(C2=C(C(CO2)(C)C)C=C1)S(=O)(=O)NC(=O)C1=NC2=CC=CC(=C2C=C1)C1=NC=CC=C1